[Pd+2].ClC1=C(C=2C(C3=CC=CC(=C3OC2C(=C1)P(C1=CC=CC=C1)C1=CC=CC=C1)P(C1=CC=CC=C1)C1=CC=CC=C1)(C)C)Cl Dichloro[4,5-bis(diphenylphosphino)-9,9'-dimethylxanthene] palladium (II)